C(C(C(CO)O)O)O Butane-1,2,3,4-tetraol